1-(2-(4-(N-(3-fluorobenzyl)-1-naphthoylamino)phenyl)acetyl)piperidine-4-carboxylic acid ethyl ester C(C)OC(=O)C1CCN(CC1)C(CC1=CC=C(C=C1)N(CC1=CC(=CC=C1)F)C(=O)C1=CC=CC2=CC=CC=C12)=O